ClC1=CC=C(C(=N1)C(=O)O)N[C@H](C)C=1C=C(C=C2C(N(C(=NC12)N1CC2=NN(C=C2C1)C)C)=O)F (R)-6-chloro-3-((1-(6-fluoro-3-methyl-2-(2-methyl-2,6-dihydropyrrolo[3,4-c]pyrazol-5(4H)-yl)-4-oxo-3,4-dihydroquinazolin-8-yl)ethyl)amino)picolinic acid